ClC1=CC=C(C=C1)N1N=C(C=C1)C12CC(C1)(C2)NC(=O)C=2OC(=CC2)C2(CC2)S(=O)(=O)C N-[3-[1-(4-chlorophenyl)pyrazol-3-yl]-1-bicyclo[1.1.1]pentanyl]-5-(1-methylsulfonylcyclopropyl)furan-2-carboxamide